C(C)(C)(C)OC(=O)N(C([O-])=O)C\C=C\S(C1=CC=C(C=C1)OC(F)(F)F)(=O)=N N-[(tert-butoxy)carbonyl]-N-[(2E)-3-[imino(oxo)[4-(trifluoromethoxy)phenyl]-λ6-sulfanyl]prop-2-en-1-yl]carbamate